NCCC[Si](OCCOCCOC)(OCCOCCOC)OCCOCCOC 3-Aminopropyl-tris(methoxyethoxyethoxy)silan